N-(4-(4-amino-1-methyl-7-(1-(2-(trifluoromethyl)piperidin-4-yl)-1H-pyrazol-4-yl)-1H-pyrazolo[4,3-c]pyridin-3-yl)-2-((S)-1-(4-fluorophenyl)ethoxy)phenyl)-1,1-difluoromethanesulfonamide NC1=NC=C(C2=C1C(=NN2C)C2=CC(=C(C=C2)NS(=O)(=O)C(F)F)O[C@@H](C)C2=CC=C(C=C2)F)C=2C=NN(C2)C2CC(NCC2)C(F)(F)F